1-((2R,4S,5R)-4-((tert-butyldimethylsilyl)oxy)-5-(((tert-butyldimethylsilyl)oxy)methyl)-5-propyl-tetrahydrofuran-2-yl)pyrimidine-2,4(1H,3H)-dione [Si](C)(C)(C(C)(C)C)O[C@H]1C[C@@H](O[C@]1(CCC)CO[Si](C)(C)C(C)(C)C)N1C(NC(C=C1)=O)=O